1,1-dimethyl-3-(α,α,α-trifluoro-m-tolyl)-urea CN(C(=O)NC=1C=C(C=CC1)C(F)(F)F)C